(S)-N-(5-(2,4-difluorophenoxy)pyrazin-2-yl)-2-(4-(5-methoxy-6-(1H-pyrazol-4-yl)pyrazine-2-carbonyl)-3,3-dimethylpiperazin-1-yl)propanamide FC1=C(OC=2N=CC(=NC2)NC([C@H](C)N2CC(N(CC2)C(=O)C2=NC(=C(N=C2)OC)C=2C=NNC2)(C)C)=O)C=CC(=C1)F